O=C(CNC(OC(C)(C)C)=O)NC1=CC=C(C=C1)S(=O)(=O)N1CCN(CC1)C=1SC=C(N1)C(F)(F)F tert-butyl (2-oxo-2-((4-((4-(4-(trifluoromethyl)thiazol-2-yl)piperazin-1-yl)sulfonyl)phenyl)amino)ethyl)carbamate